4-amino-N-[(1S)-1-(4-chlorophenyl)-3-hydroxypropyl]-1-(7H-pyrrolo[2,3-d]-pyrimidin-4-yl)piperidine-4-carboxamide NC1(CCN(CC1)C=1C2=C(N=CN1)NC=C2)C(=O)N[C@@H](CCO)C2=CC=C(C=C2)Cl